N[C@@H]1C[C@@H](CC1)OC1=C(C(=CC(=C1)C)F)C1=CC(=NN1)NC=1N=CC(=NC1)C#N 5-((5-(2-(((1R,3S)-3-aminocyclopentyl)oxy)-6-fluoro-4-methylphenyl)-1H-pyrazol-3-yl)amino)pyrazine-2-carbonitrile